2-Octan-3-ylbenzene-1,3,5-triol CCC(CCCCC)C1=C(C=C(C=C1O)O)O